BrC=1C=C(C=CC1)NC1(CCC2(C3=CC=CC=C3C=3C=CC=CC23)CC1)C(=O)O 4-[(3-bromophenyl)amino]spiro[cyclohexane-1,9'-fluorene]-4-carboxylic acid